trans-4-((((trans)-4-(3-Cyano-4-methoxyphenyl)cyclohexyl) methyl)(3-(1-isopropyl-1H-pyrazol-4-yl)phenyl) carbamoyl)cyclohexyl-4-methylpiperazine-1-carboxylate C(#N)C=1C=C(C=CC1OC)[C@@H]1CC[C@H](CC1)CN(C(=O)[C@@H]1CC[C@H](CC1)OC(=O)N1CCN(CC1)C)C1=CC(=CC=C1)C=1C=NN(C1)C(C)C